2-(2-(Bis(t-Butoxycarbonyl)amino)-1-(3-methoxy-2,6-dimethylphenyl)-5,6-dimethoxy-1H-pyrrolo[2,3-b]pyridine-3-carbonyl)hydrazine-1-carboxylic acid benzyl ester C(C1=CC=CC=C1)OC(=O)NNC(=O)C1=C(N(C2=NC(=C(C=C21)OC)OC)C2=C(C(=CC=C2C)OC)C)N(C(=O)OC(C)(C)C)C(=O)OC(C)(C)C